C1(=CC=CC=C1)CCCCCCCNC(CC)=O N-(7-phenylheptyl)propanamide